ClC=1C=C(C=CC1OC1CC1)[C@H]([C@@H](CN1CCCC1)NC(/C(=N/O)/C1=CC2=CC=C(C=C2C=C1)Cl)=O)O (E)-N-((1R,2R)-1-(3-chloro-4-cyclopropoxyphenyl)-1-hydroxy-3-(pyrrolidin-1-yl)propan-2-yl)-2-(6-chloronaphthalen-2-yl)-2-(hydroxyimino)acetamide